C(C)N(CC)CCC[Si](OC)(OC)OC N,N-diethyl-aminopropyltrimethoxysilane